NCCCN(CCCN)CCCN tris-(3-aminopropyl)amine